FC1=CC=C(C=C1)[C@@H]1CC[C@H]2OC3(C(N21)=O)CC(C3)OC=3C=C(C=NC3)C#N 5-{[(1r,3R,5'S,7a'R)-5'-(4-fluorophenyl)-3'-oxotetrahydro-3'H-spiro[cyclobutane-1,2'-pyrrolo[2,1-b][1,3]oxazol]-3-yl]oxy}pyridine-3-carbonitrile